C(C)(C)(C)OC(=O)N(CCC1CN(C(O1)=O)C1=NC2=C(OCC(N2)=O)N=C1)CC1CC2=C(C=C(C=C2C1)OCC(=O)OCC1=CC=CC=C1)F Benzyl 2-[2-[[tert-butoxycarbonyl-[2-[2-oxo-3-(3-oxo-4H-pyrazino[2,3-b][1,4]oxazin-6-yl)oxazolidin-5-yl]ethyl]amino]methyl]-7-fluoro-indan-5-yl]oxyacetate